C(C)N(C(=O)NC(C(=O)O)CCN(CCCCC1=NC=2NCCCC2C=C1)CCOC1=NC=C(N=C1)C)CC 2-(diethylcarbamoylamino)-4-[2-(5-methylpyrazin-2-yl)oxyethyl-[4-(5,6,7,8-tetrahydro-1,8-naphthyridin-2-yl)butyl]amino]butanoic acid